4-[7-(1-cyano-1-methylethyl)imidazo[1,2-a]pyridin-3-yl]-2-(difluoromethoxy)-6-methoxy-N-(3-methoxypropyl)benzamide C(#N)C(C)(C)C1=CC=2N(C=C1)C(=CN2)C2=CC(=C(C(=O)NCCCOC)C(=C2)OC)OC(F)F